C1(CC1)C1=C(C(=CC=C1)C)C1=CC(=C(C(=C1)C)F)[C@H](CC(=O)O)NC(C(CC(C)C)N1C(C=C(C(=C1)CCN(C)C)C(F)(F)F)=O)=O (3S)-3-(2'-cyclopropyl-4-fluoro-5,6'-dimethyl-[1,1'-biphenyl]-3-yl)-3-(2-(5-(2-(dimethylamino)ethyl)-2-oxo-4-(trifluoromethyl)pyridin-1(2H)-yl)-4-methylpentanamido)propanoic acid